COC(=O)[C@@H]1CC[C@H](CC1)C(C=[N+]=[N-])=O trans-4-(2-diazoacetyl)cyclohexanecarboxylic acid methyl ester